1,6-Hexanediol Tert-butyl-(1-(5-(hydroxymethyl)-3-isopropyl-1H-pyrazol-1-yl)-3,3-dimethylbutan-2-yl)carbamate C(C)(C)(C)N(C(=O)OCCCCCCO)C(CN1N=C(C=C1CO)C(C)C)C(C)(C)C